(2R)-1,1-dimethoxypropan-2-ol COC([C@@H](C)O)OC